BrC=1C(=C(C=C2CCCC12)C(C(=CC1=NC=C(C=C1)F)C)=O)O 1-(7-bromo-6-hydroxy-2,3-dihydro-1H-inden-5-yl)-3-(5-fluoropyridin-2-yl)-2-methylpropan-2-en-1-one